1-indolin-4-ylpiperidin-4-ol N1CCC2=C(C=CC=C12)N1CCC(CC1)O